(S)-4-(2-Cyclopropyl-6-(6-fluoro-4-((3-methylpiperidin-1-yl)methyl)-2-oxobenzo[cd]indol-1(2H)-yl)pyridin-4-yl)-3-(4-methyl-4H-1,2,4-triazol-3-yl)benzonitrile C1(CC1)C1=NC(=CC(=C1)C1=C(C=C(C#N)C=C1)C1=NN=CN1C)N1C(C2=C3C(C(=CC=C13)F)=CC(=C2)CN2C[C@H](CCC2)C)=O